Methyl 5-hydroxy-7-methyl-2-oxo-2,3-dihydro-1H-benzo[b]azepine-4-carboxylate OC=1C2=C(NC(CC1C(=O)OC)=O)C=CC(=C2)C